2-(((1r,4r)-4-(((3-fluorophenyl)(6-fluoropyridin-3-yl)carbamoyloxy)methyl)cyclohexyl)methoxy)acetic acid FC=1C=C(C=CC1)N(C(=O)OCC1CCC(CC1)COCC(=O)O)C=1C=NC(=CC1)F